3-(2-fluoro-4-(trifluoromethyl)phenoxy)cyclobutyl 6-oxo-7-oxa-2,5-diazaspiro[3.4]octane-2-carboxylate O=C1NC2(CN(C2)C(=O)OC2CC(C2)OC2=C(C=C(C=C2)C(F)(F)F)F)CO1